C(C)S(=O)(=O)N1CC2(C1)CC(C2)N(C=2C1=C(N=CN2)NC=C1)C N-(2-(Ethylsulfonyl)-2-azaspiro[3.3]heptan-6-yl)-N-methyl-7H-pyrrolo[2,3-d]pyrimidin-4-amin